N-(2-ethynylthiazol-4-yl)-4-(5-(3-(2-oxooxazolidin-3-yl)phenyl)pyridin-2-yl)piperazine-1-carboxamide C(#C)C=1SC=C(N1)NC(=O)N1CCN(CC1)C1=NC=C(C=C1)C1=CC(=CC=C1)N1C(OCC1)=O